ClC=1C=C(C=CC1C)NC(CC1CN(C1)C1=CC(=C(C(=C1)F)C1C(NC(CC1)=O)=O)F)=O N-(3-chloro-4-methylphenyl)-2-(1-(4-(2,6-dioxopiperidin-3-yl)-3,5-difluorophenyl)azetidin-3-yl)acetamide